tert-butyl (S)-(1-(6-((8-(1-ethyl-3-(trifluoromethyl)-1H-pyrazol-4-yl)-6-((2-methyl-1H-imidazol-1-yl)methyl)-4-oxochroman-3-yl)methyl)-3-fluoropyridin-2-yl)azetidin-3-yl)carbamate C(C)N1N=C(C(=C1)C=1C=C(C=C2C([C@H](COC12)CC1=CC=C(C(=N1)N1CC(C1)NC(OC(C)(C)C)=O)F)=O)CN1C(=NC=C1)C)C(F)(F)F